FC=1C=C(C=CC1F)C1=NNC=C1C=1N=C2C=C(C=NC2=CC1)C1=CCC(CC1)NC(C)C 4-[6-[3-(3,4-difluorophenyl)-1H-pyrazol-4-yl]-1,5-naphthyridin-3-yl]-N-isopropyl-cyclohex-3-en-1-amine